FC(CN1[C@H](C2=C(C[C@H]1C)SC1=C2C=CC=C1)C1=CC=C(C=C1)I)(C)C cis-2-(2-fluoro-2-methylpropyl)-1-(4-iodophenyl)-3-methyl-1,2,3,4-tetrahydrobenzo[4,5]thieno[3,2-c]pyridine